tert-butyl 7-(4-((2,2-difluoroethyl) amino) butyl)-3,4-dihydro-1,8-naphthyridine-1(2H)-carboxylate FC(CNCCCCC1=CC=C2CCCN(C2=N1)C(=O)OC(C)(C)C)F